4-bromo-1,5-dimethyl-1H-pyrazole-3-carbonitrile BrC=1C(=NN(C1C)C)C#N